3-hydroxy-5-isopropoxymethyl-cyclohex-2-enone OC1=CC(CC(C1)COC(C)C)=O